(E)-2-(1,3-dithian-2-yl)-4-methoxyphenyl hex-3-enoate C(C\C=C\CC)(=O)OC1=C(C=C(C=C1)OC)C1SCCCS1